1-(5-(Difluoro(phenyl)methyl)-3-((4-methyl-1,2,5-oxadiazol-3-yl)methyl)-3H-[1,2,3]triazolo[4,5-d]pyrimidin-7-yl)pyrrolidine-3-thiol FC(C=1N=C(C2=C(N1)N(N=N2)CC2=NON=C2C)N2CC(CC2)S)(C2=CC=CC=C2)F